FC1=CC(=C(N)C=C1C=1N=C(SC1)CN1CCOCC1)N1C[C@@H](N([C@@H](C1)C)C)C 4-fluoro-5-(2-(morpholinomethyl)thiazol-4-yl)-2-((3S,5R)-3,4,5-trimethylpiperazin-1-yl)aniline